[2-cyano-3-[[ethyl(methyl)sulfamoyl]amino]-6-fluoro-phenoxy]-4-oxo-quinazoline C(#N)C1=C(OC2=NC3=CC=CC=C3C(N2)=O)C(=CC=C1NS(N(C)CC)(=O)=O)F